N[C@H](C(=O)N[C@H](C(=O)NC1=CC=C(C=C1)CO)CCCNC(N)=O)C(C)C (2S)-2-[(2S)-2-amino-3-methylbutanamido]-5-(carbamoylamino)-N-[4-(hydroxymethyl)phenyl]pentanamide